methylpentanamide terephthalate C(C1=CC=C(C(=O)O)C=C1)(=O)O.CC(C(=O)N)CCC